4-(1-(2-Chloro-4-(((methyl-d3)amino)methyl)phenyl)-1H-pyrazol-4-yl)-2-(((3R,4S)-3-fluoro-1-(methylsulfonyl)piperidin-4-yl)amino)pyrimidine-5-carbonitrile ClC1=C(C=CC(=C1)CNC([2H])([2H])[2H])N1N=CC(=C1)C1=NC(=NC=C1C#N)N[C@@H]1[C@@H](CN(CC1)S(=O)(=O)C)F